BrC1=C(C#N)C=C(C=C1F)F 2-bromo-3,5-difluorobenzonitrile